2-(4-{[2-(acetylamino)-1,3-thiazepin-5-yl]methyl}piperazin-1-yl)-N-(pyridin-2-ylmethyl)acetamide C(C)(=O)NC=1SC=CC(=CN1)CN1CCN(CC1)CC(=O)NCC1=NC=CC=C1